chloro-N-methyl-N-(4'-((methylsulfonyl)methyl)-[1,1'-biphenyl]-3-yl)-[1,2,4]triazolo[4,3-a]quinazolin-5-amine ClC1=NN=C2N1C1=CC=CC=C1C(=N2)N(C=2C=C(C=CC2)C2=CC=C(C=C2)CS(=O)(=O)C)C